2-Iodo-5-(trifluoro-methyl)pyridine IC1=NC=C(C=C1)C(F)(F)F